8-Oxa-2-aza-spiro[4.5]decane-2-carboxylic acid [4-methoxy-7-(3-trifluoromethyl-piperidin-1-yl)-thiazolo[4,5-c]pyridin-2-yl]-amide COC1=NC=C(C2=C1N=C(S2)NC(=O)N2CC1(CC2)CCOCC1)N1CC(CCC1)C(F)(F)F